methyl 1-(5-((tert-butoxycarbonyl)amino)pentyl)-2-(3-(tert-butoxycarbonyl)benzamido)-1H-benzo[d]imidazole-6-carboxylate C(C)(C)(C)OC(=O)NCCCCCN1C(=NC2=C1C=C(C=C2)C(=O)OC)NC(C2=CC(=CC=C2)C(=O)OC(C)(C)C)=O